BrC1=CC=C(C=C1)C=1C=C(SC1)C(=O)O 4-(4-bromophenyl)thiophene-2-carboxylic acid